CC1=C(C(=CC(=C1)C)C)S(=O)[O-].[Ca+2].CC1=C(C(=CC(=C1)C)C)S(=O)[O-] calcium 2,4,6-trimethylbenzenesulfinate